OCCOC1=C(C2=CC=C(C=C2C(=C1)C1=CC2=CC=CC=C2C=C1)C1=CC2=CC=CC=C2C=C1)C1=C(C=C(C2=CC(=CC=C12)C1=CC2=CC=CC=C2C=C1)C1=CC2=CC=CC=C2C=C1)OCCO 2,2'-bis(2-hydroxyethoxy)-4,4',6,6'-tetrakis(2-naphthyl)-1,1'-binaphthyl